[N+](=O)([O-])C1=CC=C(C=C1)SCP(OCC)(OCC)=O diethyl (((4-nitrophenyl)thio)methyl)phosphonate